3-(1'-((1-(oxetan-3-ylmethyl)-1H-pyrazol-4-yl)methyl)-6-oxo-6,8-dihydro-2H,7H-spiro[furo[2,3-e]isoindole-3,4'-piperidin]-7-yl)piperidine-2,6-dione O1CC(C1)CN1N=CC(=C1)CN1CCC2(CC1)COC1=C3CN(C(C3=CC=C12)=O)C1C(NC(CC1)=O)=O